1-((3-acetylphenyl)sulfonyl)-5-phenylpiperidine-3-carboxylic acid C(C)(=O)C=1C=C(C=CC1)S(=O)(=O)N1CC(CC(C1)C1=CC=CC=C1)C(=O)O